FC=1C=C(OCC2[C@H]3CN(C[C@@H]23)C(CC=2C(N(N=CC2)C2=CC=CC=C2)=O)=O)C=C(C1)F 4-(2-((1R,5S,6r)-6-((3,5-difluorophenoxy)methyl)-3-azabicyclo[3.1.0]hexan-3-yl)-2-oxoethyl)-2-phenylpyridazin-3(2H)-one